(R)-N,N'-bis(3-methyl-5-carboxysalicylidene)-1,2-diphenylethylenediamine nickel [Ni].CC1=C(C(C=N[C@@H](C(N=CC=2C(O)=C(C=C(C2)C(=O)O)C)C2=CC=CC=C2)C2=CC=CC=C2)=CC(=C1)C(=O)O)O